N-(3-(Azetidin-1-yl)propyl)-5,7-diphenylpyrazolo[1,5-a]pyrimidine-2-carboxamide N1(CCC1)CCCNC(=O)C1=NN2C(N=C(C=C2C2=CC=CC=C2)C2=CC=CC=C2)=C1